BrC1=C(C(=CC=C1)[N+](=O)[O-])N(CC(=O)O)C N-(2-bromo-6-nitrophenyl)-N-methylglycine